2-(4-Hydroxy-3-methoxyphenyl)-N-methylethanamin OC1=C(C=C(C=C1)CCNC)OC